9-(Tert-butyl) 3-ethyl 6-(pyridin-4-ylmethoxy)-9H-pyrido[3,4-b]indole-3,9-dicarboxylate N1=CC=C(C=C1)COC=1C=C2C3=C(N(C2=CC1)C(=O)OC(C)(C)C)C=NC(=C3)C(=O)OCC